OCCNC(O[C@@H]1CC[C@H](CC1)C(N(C[C@@H]1CC[C@H](CC1)C1=NC(=C(C=C1)OC)C)C1=CC(=CC=C1)C=1C=NN(C1)C(C)C)=O)=O trans-4-((3-(1-Isopropyl-1H-pyrazol-4-yl)phenyl)((trans-4-(5-methoxy-6-methylpyridin-2-yl)cyclohexyl)methyl)carbamoyl)cyclohexyl (2-hydroxyethyl)carbamate